FC1(CCC(CC1)N1C(C(=CC=C1)NC(C1=C(C=C(C=C1)NS(=O)(=O)CCO)N1CC[Si](CC1)(C)C)=O)=O)F N-(1-(4,4-difluorocyclohexyl)-2-oxo-1,2-dihydropyridin-3-yl)-2-(4,4-dimethyl-1,4-azasilinan-1-yl)-4-((2-hydroxyethyl)sulfonamido)benzamide